C(C)N1N=C(C(=C1)CN1CC2(C1)CN(C2)S(=O)(=O)C=2C(=NC(=CC2)C(F)(F)F)C)C 2-((1-ethyl-3-methyl-1H-pyrazol-4-yl)methyl)-6-((2-methyl-6-(trifluoromethyl)pyridin-3-yl)sulfonyl)-2,6-diazaspiro[3.3]heptane